tert-Butyl-[3-({[(2-aminoethyl)sulfanyl]acetyl}{(1R)-1-[1-benzyl-4-(2,5-difluorophenyl)-1H-imidazol-2-yl]-2,2-dimethylpropyl}amino)propyl]carbamat C(C)(C)(C)OC(NCCCN([C@H](C(C)(C)C)C=1N(C=C(N1)C1=C(C=CC(=C1)F)F)CC1=CC=CC=C1)C(CSCCN)=O)=O